(R)-4-amino-N-(1-(pyrimidin-2-yl)ethyl)-N-((5-(trifluoromethyl)pyridin-2-yl)methyl)pyrrolo[1,2-a]quinoxaline-8-carboxamide NC=1C=2N(C3=CC(=CC=C3N1)C(=O)N(CC1=NC=C(C=C1)C(F)(F)F)[C@H](C)C1=NC=CC=N1)C=CC2